Samarium(III) triflate [O-]S(=O)(=O)C(F)(F)F.[Sm+3].[O-]S(=O)(=O)C(F)(F)F.[O-]S(=O)(=O)C(F)(F)F